Cl.FC(CN1CCCCC1)(F)F 1-(2,2,2-trifluoroethyl)piperidine hydrochloride